4,4'-methylenebiscyclohexanediamine C(C1CCC(CC1)(N)N)C1CCC(CC1)(N)N